CC(=CB(O)O)C (2-methylprop-1-en-1-yl)boronic acid